O=S1(N(CCC1)CC=1C=2N(C=C(N1)C)C=C(N2)NC(OC(C)(C)C)=O)=O tert-butyl N-[8-[(1,1-dioxo-1,2-thiazolidin-2-yl)methyl]-6-methyl-imidazo[1,2-a]pyrazin-2-yl]carbamate